CC(C#C)(CCC=C(CC)C)O 3,7-dimethylnon-6-en-1-yn-3-ol